C(C)(C)(C)OC(=O)NCCN N-tert-Butoxycarbonyl-1,2-ethylenediamine